COC1=C(C=CC(=C1)OC)CNC1=NC=2C(=C3C(=C(C2N=C1)F)CC(C3)C=O)F 3-[(2,4-dimethoxyphenyl)methylamino]-5,9-difluoro-7,8-dihydro-6H-cyclopenta[g]quinoxaline-7-carbaldehyde